BrC1CC(C1)C(=O)O (1R,3R)-3-bromocyclobutane-1-carboxylic Acid